dodecylbenzenesulfonic acid, dodecylsulfonic acid salt C(CCCCCCCCCCC)S(=O)(=O)O.C(CCCCCCCCCCC)C1=C(C=CC=C1)S(=O)(=O)O